OC(C(C)(C)OC1=CC=C(C=C1)C(\C=C\C1=CC=C(C=C1)O)=O)=C (E)-1-[4-(3-Hydroxy-2-methylbut-3-en-2-yl)oxyphenyl]-3-(4-hydroxyphenyl)prop-2-en-1-one